NC1=CC(=C(C(=O)NC2=NC=C(N=C2)C)C=C1)Cl 4-amino-2-chloro-N-(5-methylpyrazin-2-yl)benzamide